S1C(CN2[C@H]1CC2=O)C(=S)[O-].[Na+] sodium thiopenamate